BrCCC=1C=C2CC[C@H]3[C@@H]4CCC([C@@]4(C)CC[C@@H]3C2=CC1)=O 3-(2-bromoethyl)-17-oxoestra-1(10),2,4-trien